acryl-sodium C(=O)(C=C)[Na]